Cl.S1(CCNCCC1)(=O)=O 1,4-thiazepane 1,1-dioxide HCl salt